BrC=1C=C2C(N(C(=NC2=CC1)[C@@H](CCC)N1CCNC[C@H](C1)O)CC)=O 6-bromo-3-ethyl-2-((R)-1-((R)-6-hydroxy-1,4-diazepan-1-yl)butyl)quinazolin-4(3H)-one